C(C)SC=1C=C(C=C(C1[N+](=O)[O-])C)N(C(OC(C)(C)C)=O)CC1=CC=C(C=C1)F tert-butyl (3-(ethylthio)-5-methyl-4-nitrophenyl)(4-fluorobenzyl)carbamate